7-Bromo-10-((3-methoxypropyl)amino)-4-methyl-4,10-dihydrobenzo[f]thieno[3,2-c][1,2]thiazepine 5,5-dioxide BrC1=CC2=C(C(C3=C(N(S2(=O)=O)C)C=CS3)NCCCOC)C=C1